[Si](C)(C)(C(C)(C)C)OCC(C)C=1C(=CN=NC1C(=C)OCC)C1=CC(=NN1)C12CC(C1)(C2)C(=O)OC Methyl 3-{5-[5-{1-[(tert-butyldimethylsilyl)oxy]propan-2-yl}-6-(1-ethoxyvinyl)pyridazin-4-yl]-1H-pyrazole-3-yl}bicyclo[1.1.1]pentane-1-carboxylate